C1OCC(C2=CC=CC=C12)CCN 2-(Isochroman-4-yl)ethan-1-amine